4-[methyl-[rac-(3S)-1-[1-[tert-butyl(dimethyl)silyl]indol-5-yl]sulfonylpyrrolidin-3-yl]amino]phenol CN(C1=CC=C(C=C1)O)[C@@H]1CN(CC1)S(=O)(=O)C=1C=C2C=CN(C2=CC1)[Si](C)(C)C(C)(C)C |r|